The molecule is an anthracycline cation that is the conjugate acid of aclacinomycin N, obtained by protonation of the tertiary amino group. It is a conjugate acid of an aclacinomycin N and an aclacinomycin N zwitterion. CC[C@]1(C[C@@H](C2=C(C3=C(C=C2[C@H]1C(=O)OC)C(=O)C4=C(C3=O)C(=CC=C4)O)O)O[C@H]5C[C@@H]([C@@H]([C@@H](O5)C)O[C@H]6C[C@@H]([C@@H]([C@@H](O6)C)O[C@H]7CC[C@@H]([C@@H](O7)C)O)O)[NH+](C)C)O